p-tolyl-2,3,4,6-tetra-O-acetyl-1-thio-beta-D-galactopyranose C1(=CC=C(C=C1)[C@]1(S)[C@H](OC(C)=O)[C@@H](OC(C)=O)[C@@H](OC(C)=O)[C@H](O1)COC(C)=O)C